C(C)(=O)O[BH-](OC(C)=O)OC(C)=O.[Na+].CN(C=1C=C2C=CC=C(C2=CC1)S(=O)(=O)NC1=CC=C(C=C1)CN1C(COCC1)=O)C 6-(dimethylamino)-N-(4-((3-oxomorpholino)methyl)phenyl)naphthalene-1-sulfonamide sodium triacetoxyborohydride